(Z)-ethyl 2-(2-(3,4-dimethoxy-5-nitrophenyl)hydrazino)propanoate COC=1C=C(C=C(C1OC)[N+](=O)[O-])NNC(C(=O)OCC)C